2-(4-((2S,5R)-4-(2-hydroxy-2-methylpropanoyl)-2-isopropyl-5-methylpiperazin-1-yl)-5-phenyl-7H-pyrrolo[2,3-d]pyrimidin-7-yl)isonicotinonitrile OC(C(=O)N1C[C@@H](N(C[C@H]1C)C=1C2=C(N=CN1)N(C=C2C2=CC=CC=C2)C=2C=C(C#N)C=CN2)C(C)C)(C)C